tert-butyl N-[(3s)-1-{2-cyclopropyl-5-[1-(2,6-difluorophenyl)-6-oxo pyridazine-3-amido]-1-methyl-1,3-benzodiazol-4-yl}pyrrolidin-3-yl]carbamate C1(CC1)C1=NC2=C(N1C)C=CC(=C2N2C[C@H](CC2)NC(OC(C)(C)C)=O)NC(=O)C2=NN(C(C=C2)=O)C2=C(C=CC=C2F)F